trans-2-[4-[5-(Methoxymethyl)-4-(4-methylphenyl)-1,2,4-triazol-3-yl]cyclohexyl]oxy-5-methylpyridin COCC=1N(C(=NN1)[C@@H]1CC[C@H](CC1)OC1=NC=C(C=C1)C)C1=CC=C(C=C1)C